(S)-7-Amino-2,2-difluoro-9-methyl-6,7-dihydro-[1,3]dioxolo[4',5':4,5]Benzo[1,2-b][1,4]oxazepine-8(9H)-one N[C@@H]1C(N(C2=C(OC1)C=C1C(=C2)OC(O1)(F)F)C)=O